COCCCCNC=1C(N(C(=CN1)C=1C=NN(C1)C)CC(=O)O)=O 2-(3-((4-Methoxybutyl)amino)-6-(1-methyl-1H-pyrazol-4-yl)-2-oxopyrazin-1(2H)-yl)acetic acid